4-((1s,4s)-4-(4-amino-3-bromo-1H-pyrazolo[3,4-d]pyrimidin-1-yl)cyclohexyl)piperazine-1-carboxylic acid tertButyl ester C(C)(C)(C)OC(=O)N1CCN(CC1)C1CCC(CC1)N1N=C(C=2C1=NC=NC2N)Br